Acetic acid ammonium salt [NH4+].C(C)(=O)[O-]